N-[(5-cyclopropyl-6-fluoropyridin-2-yl)(phenyl)methyl]-4-fluoro-1-{2-[(2-methylpyrimidin-4-yl)amino]acetyl}pyrrolidine-2-carboxamide C1(CC1)C=1C=CC(=NC1F)C(NC(=O)C1N(CC(C1)F)C(CNC1=NC(=NC=C1)C)=O)C1=CC=CC=C1